N-[4-[(6,7-dimethoxy-1,5-naphthyridin-4-yl)oxy]-3-fluorophenyl]-5-(4-fluorophenyl)-2-(methoxymethyl)-1,6-dimethyl-4-oxopyridine-3-carboxamide COC=1N=C2C(=CC=NC2=CC1OC)OC1=C(C=C(C=C1)NC(=O)C1=C(N(C(=C(C1=O)C1=CC=C(C=C1)F)C)C)COC)F